methyl (2S)-2-[[(2S)-4-methyl-2-[[4-(trifluoromethoxy)-1H-indole-2-carbonyl] amino]pentanoyl] amino]-3-[(3S)-2-oxopyrrolidin-3-yl]propanoate CC(C[C@@H](C(=O)N[C@H](C(=O)OC)C[C@H]1C(NCC1)=O)NC(=O)C=1NC2=CC=CC(=C2C1)OC(F)(F)F)C